2-(3,3-difluoroazetidin-1-yl)ethanamine FC1(CN(C1)CCN)F